Butyl 7-{[2-(4-isopropylphenyl)imidazo[1,2-a]pyrimidin-3-yl]methyl}-3-oxa-7,9-diazabicyclo[3.3.1]nonane-9-carboxylate C(C)(C)C1=CC=C(C=C1)C=1N=C2N(C=CC=N2)C1CN1CC2COCC(C1)N2C(=O)OCCCC